BrC=1C(=NC(=NC1)NC1=C(C=C(C(=C1)Cl)N1CCC(CC1)N1CCN(CC1)C)OC)NC1=CC2=C(CCO2)C=C1N(S(=O)(=O)C1CC1)C N-(6-((5-bromo-2-((5-chloro-2-methoxy-4-(4-(4-methylpiperazin-1-yl)piperidine-1-yl)phenyl)amino)pyrimidin-4-yl)amino)-2,3-dihydrobenzofuran-5-yl)-N-methylcyclopropanesulfonamide